FC1=C(C=CC(=C1)F)NC(C1=C(C(=CC=C1)F)OC)=O N-(2,4-difluorophenyl)-3-fluoro-2-methoxybenzamide